(R)-N-[(7S)-3-methoxyspiro[5,7-dihydrocyclopenta[c]pyridine-6,4'-piperidine]-7-yl]-2-methylpropane-2-sulfinamide COC1=CC2=C(C=N1)[C@H](C1(CCNCC1)C2)N[S@](=O)C(C)(C)C